6-[6-[2-(dimethylamino)ethoxy]-3-pyridyl]-4-(2-pyridylsulfanyl)pyrazolo[1,5-a]pyridine-3-carbonitrile CN(CCOC1=CC=C(C=N1)C=1C=C(C=2N(C1)N=CC2C#N)SC2=NC=CC=C2)C